1-(1-imino-1-oxido-1λ6-thiomorpholino)-2-(7-methoxyquinolin-4-yl)ethan-1-one N=S1(CCN(CC1)C(CC1=CC=NC2=CC(=CC=C12)OC)=O)=O